CC1(CC1)N1C=C2C(N=CN=C2)=CC1=O 6-(1-methylcyclopropyl)pyrido[4,3-d]pyrimidin-7(6H)-one